C(C)NC=O N-ethyl-carboxamide